CN1C(=NC=C1C=1C=C2C=C(N=CC2=CC1)NC(=O)C1CCC(CC1)OC)C N-(6-(1,2-dimethyl-1H-imidazol-5-yl)isoquinolin-3-yl)-4-methoxycyclohexane-1-carboxamide